C(C)(C)(C)OC(=O)N1[C@@H]2[C@@H]([C@@H](C[C@H]1CC2)N(C)CC2=CC=CC=C2)F |r| (±)-(1s,2r,3r,5r)-3-(benzyl-(methyl)amino)-2-fluoro-8-azabicyclo[3.2.1]octane-8-carboxylic acid tert-butyl ester